COC(=O)C=1C=C2[C@H]([C@@H]([C@@H](N(C2=CC1)C(C)=O)CC)C)N1N=NC(=C1)C1=CC=CC=C1 Methyl-(2S,3R,4S)-1-acetyl-2-ethyl-3-methyl-4-(4-phenyl-1H-1,2,3-triazol-1-yl)-1,2,3,4-tetrahydroquinoline-6-carboxylate